C1(CC1)N(CCC=O)C 3-[CYCLOPROPYL(METHYL)AMINO]PROPANAL